N-[2-(2-oxopyrrolidin-1-yl)ethyl]benzamide O=C1N(CCC1)CCNC(C1=CC=CC=C1)=O